5-Chloro-2-{7-[(4-fluoro-1-methylpiperidin-4-yl)methyl]-7H-pyrrolo[2,3-c]pyridazin-3-yl}-3-methylphenol hydrochloride Cl.ClC=1C=C(C(=C(C1)O)C1=CC2=C(N=N1)N(C=C2)CC2(CCN(CC2)C)F)C